3-((4,4-bis(octyloxy)butanoyl)oxy)-2-((((3-(dipropylamino)propoxy)carbonyl)oxy)methyl)propyl (9Z,12Z)-octadeca-9,12-dienoate C(CCCCCCC\C=C/C\C=C/CCCCC)(=O)OCC(COC(CCC(OCCCCCCCC)OCCCCCCCC)=O)COC(=O)OCCCN(CCC)CCC